(3-(10-phenylanthracen-9-yl)phenyl)boronic acid C1(=CC=CC=C1)C1=C2C=CC=CC2=C(C2=CC=CC=C12)C=1C=C(C=CC1)B(O)O